N-(2-cyclopropoxy-4-iodo-5-methylphenyl)-N-(6-methyl-7-oxo-6,7-dihydro-5H-pyrrolo[3,4-b]pyridin-2-yl)but-2-ynamide C1(CC1)OC1=C(C=C(C(=C1)I)C)N(C(C#CC)=O)C1=CC=C2C(=N1)C(N(C2)C)=O